3-(octadecyloxy)-2-(phenoxymethyl)propan-1-ol Potassium [K].C(CCCCCCCCCCCCCCCCC)OCC(CO)COC1=CC=CC=C1